6,6'-(4',5'-difluoro-[1,1':2',1''-terphenyl]-3,3''-diyl)bis(2,4-diphenyl-1,3,5-triazine) FC=1C=C(C(=CC1F)C1=CC(=CC=C1)C1=NC(=NC(=N1)C1=CC=CC=C1)C1=CC=CC=C1)C1=CC(=CC=C1)C1=NC(=NC(=N1)C1=CC=CC=C1)C1=CC=CC=C1